CO[C@]1([C@@H](O[C@@H]([C@H]1O)CO)N1C(=O)NC(=O)C=C1)C O-methyl-2'-methyl-uridine